(S)-2-(tert-butoxy)-2-(7-(4-chlorophenyl)-2-(1-(difluoromethyl)-3-(1-(oxetan-3-yl)piperidin-4-yl)-1H-pyrazolo[4,3-b]pyridin-5-yl)-5-methylbenzo[d]thiazol-6-yl)acetic acid C(C)(C)(C)O[C@H](C(=O)O)C1=C(C2=C(N=C(S2)C2=CC=C3C(=N2)C(=NN3C(F)F)C3CCN(CC3)C3COC3)C=C1C)C1=CC=C(C=C1)Cl